C1(=CCCC1)C1=NN2C(N(C3=C(C2=O)CN(C3=O)C(C)C)CC(=O)NC3=NC=C(C=C3)F)=C1 2-(2-(cyclopent-1-en-1-yl)-6-isopropyl-5,8-dioxo-5,6,7,8-tetrahydro-4H-pyrazolo[1,5-a]pyrrolo[3,4-d]pyrimidin-4-yl)-N-(5-fluoropyridin-2-yl)acetamide